8-(2,6-dimethylpyridin-4-yl)-5,5-dimethyl-2-(tetrahydro-2H-pyran-4-yl)-2,3,4,5-tetrahydro-1H-benzo[c]azepine CC1=NC(=CC(=C1)C=1C=CC2=C(CN(CCC2(C)C)C2CCOCC2)C1)C